OC[C@H]1OC([C@H]2[C@@H]1OC(O2)(C)C)O (3aR,6R,6aR)-6-(hydroxymethyl)-2,2-dimethyl-tetrahydrofuro[3,4-d][1,3]dioxol-4-ol